CC(CC(N)N)CCCC 3-methyl-heptandiamine